C1(CCCCC1)CN[C@@H]1C=C([C@@H]([C@@H]([C@H]1O)O)O)COC(F)F (1S,2S,3S,6R)-6-((cyclohexylmethyl)amino)-4-((difluoromethoxy)methyl)cyclohex-4-ene-1,2,3-triol